C1(CC1)C1=C(C(=NO1)C1=C(C=CC=C1Cl)Cl)/C=C/C1(CCN(CC1)C(=O)OC(C)(C)C)C (E)-tert-butyl 4-(2-(5-cyclopropyl-3-(2,6-dichlorophenyl) isoxazol-4-yl) vinyl)-4-methylpiperidine-1-carboxylate